tert-butyl (S)-(2-(2-(2-((4-((2-(2-cyano-4,4-difluoropyrrolidin-1-yl)-2-oxoethyl)carbamoyl)quinolin-6-yl)oxy)ethoxy)ethoxy)ethyl)carbamate C(#N)[C@H]1N(CC(C1)(F)F)C(CNC(=O)C1=CC=NC2=CC=C(C=C12)OCCOCCOCCNC(OC(C)(C)C)=O)=O